CC1=CCC(CC1)C(C)(C)CC(=O)O.C(C)(=O)O.C12(C(CCC(C1(C)C)C2)C)C21C(CCC(C2(C)C)C1)(C)C12C(CCC(C1(C)C)C2)C TERPINYL ACETATE (2-(4-methylcyclohex-3-en-1-yl)propan-2-yl-acetate)